N1C(=CC2=CC=CC=C12)C(=O)N1[C@H]2C[C@H]2C[C@H]1C(=O)N[C@H](C=O)C[C@H]1C(NCC1)=O (1S,3S,5S)-2-(1H-Indole-2-carbonyl)-N-((S)-1-oxo-3-((S)-2-oxopyrrolidin-3-yl)propan-2-yl)-2-azabicyclo[3.1.0]hexane-3-carboxamide